C1(CC1)CO[C@H]1C[C@@H](N(CC1)CC1=C2C=CNC2=C(C=C1OC)C)C1=CC=C(NC1=O)C(=O)O 5-((2R,4R)-4-(cyclopropylmethoxy)-1-((5-methoxy-7-methyl-1H-indol-4-yl)methyl)piperidin-2-yl)-6-oxo-1,6-dihydropyridine-2-carboxylic acid